COC(=O)C1=CC(=NC(=C1)C)C=1C=NN(C1O)C1CC1.N1=CC(=CC=C1)C=1C=C2C(=NC=NC2=CC1)OC=1C=C(C=CC1)NC(C=C)=O N-(3-((6-(pyridin-3-yl)quinazolin-4-yl)oxy)phenyl)acrylamide methyl-2-(1-cyclopropyl-5-hydroxypyrazol-4-yl)-6-methylpyridine-4-carboxylate